FC=1C=C(C(=O)NCC2=C(C=CC3=C2N(C(=N3)C)C)OC)C=C(C1C)F 3,5-difluoro-N-((6-methoxy-1,2-dimethyl-1H-benzimidazol-7-yl)methyl)-4-methylbenzamide